2-((4-((4-Cyclopropylnaphthalen-1-yl) amino)-6,7-dimethoxyquinazolin-2-yl) thio)-2-methylpropionate C1(CC1)C1=CC=C(C2=CC=CC=C12)NC1=NC(=NC2=CC(=C(C=C12)OC)OC)SC(C(=O)[O-])(C)C